1-hexyl-3-methylimidazole Chloride [Cl-].C(CCCCC)N1CN(C=C1)C